The molecule is the (9R,13R)-diastereomer of 12-oxophytodienoic acid. It is an oxo carboxylic acid, a carbocyclic fatty acid and an unsaturated fatty acid. It is a conjugate acid of a (9R,13R)-12-oxophytodienoate. CC/C=C\\C[C@@H]1[C@@H](C=CC1=O)CCCCCCCC(=O)O